5-methyl-3-(trifluoromethyl)-6,7,8,9-tetrahydropyrido[3',2':4,5]pyrrolo[1,2-a]pyrazine CC=1C2=C(N3C1CNCC3)N=CC(=C2)C(F)(F)F